N-Methyl-N-(2-hydroxyethyl)methacrylamide CN(C(C(=C)C)=O)CCO